2,5-anhydro-D-mannitol C([C@@H]1[C@@H](O)[C@H](O)[C@H](O1)CO)O